[Cl-].C(C)N=C=NCCC=[N+](C)C N-(3-(((ethylimino)methylene)amino)propylidene)-N-methylmethanaminium chloride